1,1-Bis(t-Butylperoxy)-3,3,5-tri-methylcyclohexan C(C)(C)(C)OOC1(CC(CC(C1)C)(C)C)OOC(C)(C)C